BrC=1C=C(C=C(C1)Cl)C1=NC(=NC(=N1)C1=CC2=C(OC3=C2C=CC=C3)C=C1)C1=CC3=C(OC2=C3C=CC=C2)C=C1 2-(3-bromo-5-chlorophenyl)-4,6-bis(dibenzo[b,d]furan-2-yl)-1,3,5-triazine